N-((1R)-3-cyano-3-azabicyclo[3.1.0]hexan-1-yl)-5-(2-((4-fluorophenyl)amino)phenyl)-1H-pyrazole-3-carboxamide C(#N)N1C[C@]2(CC2C1)NC(=O)C1=NNC(=C1)C1=C(C=CC=C1)NC1=CC=C(C=C1)F